C(CC(O)(C(=O)O)CC(=O)O)(=O)O.C(C=CC1=CC=CC=C1)(=O)O cinnamic acid, citrate salt